COC=1C=C(OC2=CC=C(C=N2)NC=2C(=CC=CC2)N)C=CC1C 1-N-[6-(3-methoxy-4-methylphenoxy)pyridin-3-yl]benzene-1,2-diamine